(R)-4-(3H-[1,2,3]triazolo[4,5-b]pyridin-3-yl)-2-fluoro-N-(isoquinolin-1-yl)-N-(piperidin-3-yl)benzamide N1=NN(C2=NC=CC=C21)C2=CC(=C(C(=O)N([C@H]1CNCCC1)C1=NC=CC3=CC=CC=C13)C=C2)F